C[Si](C)(C)C=1C(=C(C=CC1)C=[Hf](C1=CC=CC=2C3=CC=CC=C3CC12)C1C=CC=C1)[Si](C)(C)C Bis-trimethylsilylphenyl-methylene(cyclopentadienyl)(fluorenyl)hafnium